C(#N)C1=NC=CC=C1[C@@H]([C@@H](C)C=1N(C(C(=C(N1)C(=O)NC=1C=NOC1)O)=O)C)C1=CC=CC=C1 2-((1s,2r)-1-(2-cyanopyridin-3-yl)-1-phenylpropan-2-yl)-5-hydroxy-N-(isoxazol-4-yl)-1-methyl-6-oxo-1,6-dihydropyrimidine-4-carboxamide